(1-butoxyethyl) ether C(CCC)OC(C)OC(C)OCCCC